2-(6-methoxypyridin-3-yl)-1,2,3,4-tetrahydroquinoline COC1=CC=C(C=N1)C1NC2=CC=CC=C2CC1